C(C1=CC=CC=C1)N1C[C@H](C[C@@H](C1)O[Si](C)(C)C(C)(C)C)NC1=NC=C(C(=N1)C1=CNC2=CC=CC=C12)C(F)(F)F |&1:11| N-[(3S,SR)-1-benzyl-5-[tert-butyl(dimethyl)silyl]oxy-3-piperidyl]-4-(1H-indol-3-yl)-5-(trifluoromethyl)pyrimidin-2-amine